SC1=CC=CC2=C1N=C(S2)C#N mercaptobenzothiazoleformonitrile